Cl.NCC1=CC=C(C=C1)B(O)O 4-(aminomethyl)phenyl-boronic acid hydrochloride